NC1=C(C(=C(C#N)C=C1C(C)CC)F)C(=C)C amino-5-(butan-2-yl)-2-fluoro-3-(prop-1-en-2-yl)benzonitrile